1-(4-(5-(2-(6-methyl-3,4-dihydro-2H-benzo[b][1,4]oxazine-4-carbonyl)-1H-pyrrolo[2,3-b]pyridin-4-yl)pyridin-3-yl)phenyl)pyrrolidin-2-one CC1=CC2=C(OCCN2C(=O)C2=CC=3C(=NC=CC3C=3C=C(C=NC3)C3=CC=C(C=C3)N3C(CCC3)=O)N2)C=C1